BrC1=CC2=C(CC(O2)(C)C)C=C1 6-bromo-2,2-dimethyl-2,3-dihydro-1-benzofuran